6-[(5-Chloro-4-methylpyridin-2-yl)amino]-4-{[3-methoxy-4-(1-methyl-1H-1,2,4-triazol-3-yl)pyridin-2-yl]amino}-N-(2H3)methylpyridazin-3-carboxamid ClC=1C(=CC(=NC1)NC1=CC(=C(N=N1)C(=O)NC([2H])([2H])[2H])NC1=NC=CC(=C1OC)C1=NN(C=N1)C)C